6-(bromomethyl)-1,2,3,4-tetrahydronaphthalene BrCC=1C=C2CCCCC2=CC1